C1(C=CC(N1C1=CC=C(C=C1)N=C=O)=O)=O p-maleimidophenyl isocyanate